COC(C1=CN=C(C=C1)C=1N(C=C(N1)C(F)(F)F)C)=O.C(C1=CC=CC=C1)OCCCC1=CC=NC2=CC(=CC=C12)C1=NNC=C1 4-[3-(benzyloxy)propyl]-7-(1H-pyrazol-3-yl)quinoline methyl-6-(1-methyl-4-(trifluoromethyl)-1H-imidazol-2-yl)nicotinate